N1=C(C=CC=C1)N1C(CCC1)COC1=CC=C(C=C1)\C=C/1\C(NC(S1)=O)=O (5Z)-5-[[4-[(1-pyridin-2-ylpyrrolidin-2-yl)methoxy]phenyl]methylidene]-1,3-thiazolidine-2,4-dione